methyl-2-[(methanesulfonyl)oxy]propanoate COC(C(C)OS(=O)(=O)C)=O